1-(trifluoromethyl)cyclopropane-carboxamide FC(C1(CC1)C(=O)N)(F)F